FC1=C(C(=CC2=C1N=C(S2)C2=C1N=CC(=NC1=CC(=C2)C)OC)OC)F 4,5-difluoro-6-methoxy-2-(2-methoxy-7-methylquinoxalin-5-yl)benzo[d]thiazole